tert-butyl 2-{[2-(4-methylpiperazin-1-yl)pyridin-4-yl]amino}-5H,6H,7H,8H-pyrido[3,4-d]pyrimidine-7-carboxylate CN1CCN(CC1)C1=NC=CC(=C1)NC=1N=CC2=C(N1)CN(CC2)C(=O)OC(C)(C)C